C(#N)CN(CCN(CCN1C(N(CC1)CCN(CC#N)CC#N)=O)CCNCC#N)CC#N 2,2'-((2-(3-(2-((2-(bis(cyanomethyl)amino)ethyl)(2-((cyanomethyl)amino)ethyl)amino)ethyl)-2-oxoimidazolidin-1-yl)ethyl)azanediyl)diacetonitrile